7-((S)-4-acryloyl-2-methylpiperazin-1-yl)-9-chloro-10-(naphthalen-1-yl)-2,3-dihydro-5H-[1,4]thiazino[2,3,4-ij]quinazolin-5-one C(C=C)(=O)N1C[C@@H](N(CC1)C1=NC(N2C3=C(C(=C(C=C13)Cl)C1=CC=CC3=CC=CC=C13)SCC2)=O)C